1-[2-(piperidin-1-yl)ethyl]-1H-pyrazol-4-amine N1(CCCCC1)CCN1N=CC(=C1)N